N1N=C(C=C1)NCCCN(C(=O)[C@H]1N(CCC1)C1=NC(=CC(=C1)C(F)(F)F)C)C1=CC(=C(C=C1)F)Cl (S)-N-(3-((1H-pyrazol-3-yl)amino)propyl)-N-(3-chloro-4-fluorophenyl)-1-(6-methyl-4-(trifluoromethyl)pyridin-2-yl)pyrrolidine-2-carboxamide